Cl.CC1=C(CC2OC(C3=CC(=CC=C23)N2CCNCC2)=O)C=CC(=C1)OC(F)(F)F 3-(2-methyl-4-(trifluoromethoxy)benzyl)-6-(piperazin-1-yl)isobenzofuran-1(3H)-one hydrochloride